C(C)(C)(C)N(C(O)=O)[C@H]1CO[C@@H](CC1)C(NCC=1N=C2N(C=CC(=C2)Cl)C1)=O.COS(=O)(=O)O.C(C=C)N1CN(C=C1)C (1-allyl-3-methylimidazole) methyl-sulfate tert-butyl-((3R,6S)-6-(((7-chloroimidazo[1,2-a]pyridin-2-yl)methyl)carbamoyl)tetrahydro-2H-pyran-3-yl)carbamate